N-[5-tert-butyl-3-(4-fluorophenyl)-2-methylpyrazolo[1,5-a]pyrimidin-7-yl]-N',N'-dimethylethane-1,2-diamine C(C)(C)(C)C1=NC=2N(C(=C1)NCCN(C)C)N=C(C2C2=CC=C(C=C2)F)C